NC1=NC=C(C=C1C1=NC=C(C=C1)C(NCC1=CC=CC=C1)=O)C1=C2C(=NC=C1)NC(=C2)C(=O)NCC2=CC=CC=C2 4-(2'-amino-5-(benzylcarbamoyl)-[2,3'-bipyridin]-5'-yl)-N-benzyl-1H-pyrrolo[2,3-b]pyridine-2-carboxamide